1-iodo-3-(trifluoromethyl)-benzene IC1=CC(=CC=C1)C(F)(F)F